(2s,4s)-4-(4-(3-acetamido-1H-indazol-6-yl)-1H-1,2,3-triazol-1-yl)-2-((4-chloro-3-(trifluoromethyl)phenyl)carbamoyl)pyrrolidine-1-carboxylic acid tert-butyl ester C(C)(C)(C)OC(=O)N1[C@@H](C[C@@H](C1)N1N=NC(=C1)C1=CC=C2C(=NNC2=C1)NC(C)=O)C(NC1=CC(=C(C=C1)Cl)C(F)(F)F)=O